CC1(OC2=CC(=C3C(=C2C2=C1C=CC(=C2)C)OC(OC3=O)(CC(C)=O)C3=CC=C(C=C3)[N+](=O)[O-])CCCCC)C 8,8,11-trimethyl-2-(4-nitrophenyl)-2-(2-oxopropyl)-5-pentyl-4H,8H-benzo[c][1,3]dioxino[4,5-f]chromen-4-one